N(=[N+]=[N-])C=1C=C(C=CC1)S(=O)(=O)NC(NC1=C2CCCC2=CC=2CCCC12)=O 3-Azido-N-((1,2,3,5,6,7-hexahydro-s-indacen-4-yl)carbamoyl)benzenesulfonamide